Methyl (R)-2'-oxo-1,3-dihydrospiro[indene-2,3'-piperidine]-5-carboxylate O=C1NCCC[C@]12CC1=CC=C(C=C1C2)C(=O)OC